6-chloro-5'-(3-chloro-5-methoxyphenyl)-2'-(2,4-dimethoxypyrimidin-5-yl)-3'-isopropyl-3'H-spiro[indoline-3,4'-pyrrolo[3,4-d]imidazole]-2,6'(5'H)-dione ClC1=CC=C2C(=C1)NC(C21N(C(C=2N=C(N(C21)C(C)C)C=2C(=NC(=NC2)OC)OC)=O)C2=CC(=CC(=C2)OC)Cl)=O